(P)-1-(5-fluoro-2-methoxy-4-((1R,2R)-2-methylcyclopropyl)phenyl)-N-(isoxazol-3-yl)-2-oxo-1,2-dihydroquinoline-6-sulfonamide FC=1C(=CC(=C(C1)N1C(C=CC2=CC(=CC=C12)S(=O)(=O)NC1=NOC=C1)=O)OC)[C@H]1[C@@H](C1)C